5-(4-(4-isopropylpiperazin-1-yl)phenyl)-4-phenyl-2,3-dihydrobenzo[b]thiepin-8-ol C(C)(C)N1CCN(CC1)C1=CC=C(C=C1)C=1C2=C(SCCC1C1=CC=CC=C1)C=C(C=C2)O